COC=1C(=CC2=CN(N=C2C1)C1CCN(CC1)CCCCC)NC(C1=NC(=CC=C1)C(F)(F)F)=O 5-(4-(6-Methoxy-5-(6-(trifluoromethyl)picolinamido)-2H-indazol-2-yl)piperidin-1-yl)pentane